N-[6-(2-Hydroxypropan-2-yl)-2-(4,4,4-trifluorobutyl)-2H-indazol-5-yl]-6-(trifluoromethyl)pyridine-2-carboxamide OC(C)(C)C=1C(=CC2=CN(N=C2C1)CCCC(F)(F)F)NC(=O)C1=NC(=CC=C1)C(F)(F)F